CC=1N=CN(C1)C1=CC=2C(N=C1)=NNC2 5-(4-methyl-1H-imidazol-1-yl)-2H-pyrazolo[3,4-b]pyridin